alpha-methyl-4-nitroacetoacetyl chloride CC(C(=O)Cl)C(=O)C[N+](=O)[O-]